(phenyl)[(phenyl)(dimethylindenopyridyl)triazinyl]dibenzothiophene C1(=CC=CC=C1)C1=C(C2=C(SC3=C2C=CC=C3)C=C1)C1=NN=NC(=C1C1=NC3=C(C(=C1C)C)C=1C=CC=CC1C3)C3=CC=CC=C3